phthalic acid (2-propyl-heptyl)phthalate tert-Butyl-4-cyano-1H-pyrrolo[3,4-c]pyridine-2(3H)-carboxylate C(C)(C)(C)OC(=O)N1CC=2C(=NC=CC2C1)C#N.C(CC)C(COC(C=1C(C(=O)O)=CC=CC1)=O)CCCCC.C(C=1C(C(=O)O)=CC=CC1)(=O)O